ClC=1C(=NC2=CC(=CC(=C2C1)C(C)O)C)C=1CCOCC1 1-(3-chloro-2-(3,6-dihydro-2H-pyran-4-yl)-7-methylquinolin-5-yl)ethan-1-ol